4-bromo-2-fluoro-6-methylpyridine BrC1=CC(=NC(=C1)C)F